OC1=CC2=C(C[C@@H](NC([C@H](N2C)C(C)C)=O)CO)C=C1 (2R,5R)-9-hydroxy-5-(hydroxymethyl)-2-isopropyl-1-methyl-1,2,5,6-tetrahydro-1,4-benzodiazocin-3(4H)-one